benzyl-4-(trifluoromethyl)benzenesulfonamide C(C1=CC=CC=C1)C1=C(C=CC(=C1)C(F)(F)F)S(=O)(=O)N